ClC=1C(=NC=NC1C(F)F)O 5-Chloro-6-difluoromethylpyrimidine-4-ol